cis-8-dimethylamino-3-(2-morpholin-4-yl-pyrimidin-5-yl)-8-thiophen-2-yl-1,3-diazaspiro[4.5]decan-2-one CN(C1(CCC2(CN(C(N2)=O)C=2C=NC(=NC2)N2CCOCC2)CC1)C=1SC=CC1)C